FC1(CCC(CC1)N1CCC(CC1)N1NC=2C=CC=C(C2C1=O)C(=O)N)F 2-[1-(4,4-difluorocyclohexyl)piperidin-4-yl]-3-oxo-2,3-dihydro-1H-indazole-4-carboxamide